tert-butyl 7-[6-[4-(2-oxoethyl)piperidin-1-yl]pyridin-3-yl]pyrido[4,3-b]indole-5-carboxylate O=CCC1CCN(CC1)C1=CC=C(C=N1)C=1C=CC=2C3=C(N(C2C1)C(=O)OC(C)(C)C)C=CN=C3